3-hydrazineyl-1-methylcyclobutan-1-ol N(N)C1CC(C1)(O)C